FC=1C=C(C=NC1OC)S(=O)(=O)Cl 5-fluoro-6-methoxypyridine-3-sulfonyl chloride